tert-Butyl 5-cyano-3,6-dihydropyridine-1(2H)-carboxylate C(#N)C1=CCCN(C1)C(=O)OC(C)(C)C